NC1=NC=CC=C1C1=NC=2C(=NC(=CC2)C=2C=C(C=CC2)NC(C)=O)N1C1=CC=C(C=C1)CN1CCN(CC1)C1=CC(=NC=C1)C#N N-(3-(2-(2-Aminopyridin-3-yl)-3-(4-((4-(2-cyanopyridin-4-yl)piperazin-1-yl)methyl)phenyl)-3H-imidazo[4,5-b]pyridin-5-yl)phenyl)acetamide